6-(1-(1-((1r,3r)-3-aminocyclobutane-1-carbonyl)azetidin-3-yl)-1H-pyrazol-4-yl)-4-methoxypyrazolo[1,5-a]pyridine-3-carbonitrile NC1CC(C1)C(=O)N1CC(C1)N1N=CC(=C1)C=1C=C(C=2N(C1)N=CC2C#N)OC